4,4,4-trifluoro-butan-1-ol FC(CCCO)(F)F